NC1=NC=CC(=N1)CC1=C(C=C2[C@](N(C(NC2=C1)=O)C)(C(F)(F)F)C#CC1CC1)F (S)-7-((2-aminopyrimidin-4-yl)methyl)-4-(cyclopropylethynyl)-6-fluoro-3-methyl-4-(trifluoromethyl)-3,4-dihydroquinazolin-2(1H)-one